C(C)(C)C1=C(NC2=CC=C(C=C12)C1CC2C(CN(C2)CCS(=O)(=O)C)C1)C=1C(=C(C=2N(C1)N=CN2)C)C 6-(3-Isopropyl-5-(2-(2-(methylsulfonyl)ethyl)octahydrocyclopenta[c]pyrrol-5-yl)-1H-indol-2-yl)-7,8-dimethyl-[1,2,4]triazolo[1,5-a]pyridin